4-(2-(2-chloro-4-(7,7-difluoro-2-(methylsulfanyl)-6,7-dihydro-5H-cyclopenta[d]pyrimidin-4-yl)phenoxy)acetyl)piperazine-1-carboxylic acid tert-butyl ester C(C)(C)(C)OC(=O)N1CCN(CC1)C(COC1=C(C=C(C=C1)C=1C2=C(N=C(N1)SC)C(CC2)(F)F)Cl)=O